NC1=NC=C(C2=C1C=NN2)NC(=O)C(=O)N(CC2=C(C=CC=C2)C)CC(C)C N-(4-amino-1H-pyrazolo[4,3-c]pyridin-7-yl)-N'-isobutyl-N'-(o-tolylmethyl)oxamide